NCC#CC1=CC=C(C=C1)C1CCN(CC1)C1CN(C1)C(C[C@H]1C=2N(C3=C(C(=N1)C1=CC=C(C=C1)Cl)C(=C(S3)C)C)C(=NN2)C)=O (S)-1-(3-(4-(4-(3-aminoprop-1-yn-1-yl)phenyl)piperidin-1-yl)azetidin-1-yl)-2-(4-(4-chlorophenyl)-2,3,9-trimethyl-6H-thieno[3,2-f][1,2,4]triazolo[4,3-a][1,4]diazepin-6-yl)ethan-1-one